C(#N)C1=C(N=C(C=2CCNCC12)N1CC(N(CC1)C(=O)OC(C)(C)C)CC#N)N1CC(OC(C1)C)C tert-butyl 4-(4-cyano-3-(2,6-dimethylmorpholino)-5,6,7,8-tetrahydro-2,6-naphthyridin-1-yl)-2-(cyanomethyl)piperazine-1-carboxylate